C(C)OC(C1=C(C(=CC(=C1)F)OCC1CNC(C1)=O)Cl)=O 2-chloro-5-fluoro-3-[(5-oxopyrrolidin-3-yl)methoxy]benzoic acid ethyl ester